C(C)(C)(C)OC(=O)N1CCC2=CC(=CC=C12)B(O)O 1-(TERT-BUTOXYCARBONYL)-5-INDOLINEBORONIC ACID